[1-(3,5-dichlorophenyl)-7-methoxy-8-(1-methylpyrazol-3-yl)benzo[g]indazol-3-yl]-(3,3-dimethylmorpholin-4-yl)methanone ClC=1C=C(C=C(C1)Cl)N1N=C(C2=CC=C3C(=C12)C=C(C(=C3)OC)C3=NN(C=C3)C)C(=O)N3C(COCC3)(C)C